4-(2-((2,4-dimethylphenyl)sulfonyl)-2-azaspiro[3.4]oct-6-yl)morpholine CC1=C(C=CC(=C1)C)S(=O)(=O)N1CC2(C1)CC(CC2)N2CCOCC2